(3S)-3-[3-bromo-4-carbamoyl-5-[(cyclopropylmethyl)amino]pyrazol-1-yl]pyrrolidine-1-carboxylic acid tert-butyl ester C(C)(C)(C)OC(=O)N1C[C@H](CC1)N1N=C(C(=C1NCC1CC1)C(N)=O)Br